2-amino-N-{(1S,2S)-2-[(4-{1-[2-(dimethylamino)ethyl]-1H-indol-5-yl}phenyl)methoxy]cyclopentyl}-5-(1-methyl-1H-pyrazol-4-yl)pyridine-3-carboxamide NC1=NC=C(C=C1C(=O)N[C@@H]1[C@H](CCC1)OCC1=CC=C(C=C1)C=1C=C2C=CN(C2=CC1)CCN(C)C)C=1C=NN(C1)C